3-(2-diazo-acetyl)-morpholine-4-carboxylic acid tert-butyl ester C(C)(C)(C)OC(=O)N1C(COCC1)C(C=[N+]=[N-])=O